2-(2,4-dioxotetrahydropyrimidin-1(2H)-yl)-5-((4-(phenyl(pyridin-2-yl)amino)piperidin-1-yl)methyl)isoindoline-1,3-dione O=C1N(CCC(N1)=O)N1C(C2=CC=C(C=C2C1=O)CN1CCC(CC1)N(C1=NC=CC=C1)C1=CC=CC=C1)=O